O1CCN(CC1)CC1=CC=C(O1)CSC1=C2CN(C(C2=CC=C1)=O)C1C(NC(CC1)=O)=O 3-(4-(((5-(morpholinomethyl)furan-2-yl)methyl)thio)-1-oxoisoindolin-2-yl)piperidine-2,6-dione